(S)-5-((benzyloxy)methyl)-4,5,7,8-tetrahydro-3-oxa-1-thia-5a,8-diazabenzo[cd]azulen-9(6H)-one C(C1=CC=CC=C1)OC[C@H]1COC2=CSC=3C(NCCN1C23)=O